O1CCC2=C1C=CC=C2N2C(N(CC2)C=2C=C1CN(C(C1=CC2)=O)C2C(NC(CC2)=O)=O)=O 3-(5-(3-(2,3-dihydrobenzofuran-4-yl)-2-oxoimidazolidin-1-yl)-1-oxoisoindolin-2-yl)piperidine-2,6-dione